COC1=CC=C(CN2CCC(CC2)C=O)C=C1 1-(4-methoxybenzyl)piperidine-4-carbaldehyde